C(C)(C)(C)OC(=O)N1CC(C1)N1N=C2C=CC(=CC2=C1COC1=C(C=CC=C1)CC(=O)OCC)C1=C2C=CN=C(C2=CC=C1)N 3-(5-(1-aminoisoquinolin-5-yl)-3-((2-(2-ethoxy-2-oxoethyl)phenoxy)methyl)-2H-indazol-2-yl)azetidine-1-carboxylic acid tert-butyl ester